4-[4-Cyano-3-hydroxy-7-(2-methoxy-phenyl)-quinolin-2-yl]-4-oxo-butyric acid ethyl ester C(C)OC(CCC(=O)C1=NC2=CC(=CC=C2C(=C1O)C#N)C1=C(C=CC=C1)OC)=O